C1(=C(C=CC=C1)N1C(=NNC1=O)C(F)F)C 4-(2-tolyl)-3-difluoromethyl-1,2,4-triazol-5-one